C(C)(C)(C)OC(=O)N[C@H](C(C)C)C(=O)O[C@@H]1[C@H](O[C@]([C@@H]1O)(C1=CC=C2C(=NC=NN21)NC(C(C)(C)OC)=O)C#N)COC(CC2=CC=CC=C2)=O (2R,3S,4R,5R)-5-cyano-4-hydroxy-5-(4-(2-methoxy-2-methylpropanamido)pyrrolo[2,1-f][1,2,4]triazin-7-yl)-2-((2-phenylacetoxy)methyl)tetrahydrofuran-3-yl (tert-butoxycarbonyl)-D-valinate